(E)-3-(1-(3,5-bis(trifluoromethyl)benzyl)-1H-pyrrolo[2,3-b]pyridin-3-yl)-2-cyano-N-methylacrylamide FC(C=1C=C(CN2C=C(C=3C2=NC=CC3)/C=C(/C(=O)NC)\C#N)C=C(C1)C(F)(F)F)(F)F